(3S,4R)-4-((5-fluoro-4-(4-isopropyl-3-(((((R)-tetrahydrofuran-3-yl)methyl)amino)methyl)quinolin-6-yl)pyrimidin-2-yl)amino)tetrahydro-2H-pyran-3-ol FC=1C(=NC(=NC1)N[C@H]1[C@@H](COCC1)O)C=1C=C2C(=C(C=NC2=CC1)CNC[C@@H]1COCC1)C(C)C